ClC=1C=C2C3=C(NC2=CC1)N=CC(=C3)C=3CCN(CC3)C(=O)OC(C)(C)C tert-butyl 4-(6-chloro-9H-pyrido[2,3-b]indol-3-yl)-3,6-dihydro-2H-pyridine-1-carboxylate